3-bromo-4-[(2,4-difluorobenzyl)oxy]-1-[3-(hydroxymethyl)-2-methylphenyl]-6-methylpyridin-2(1H)-one BrC=1C(N(C(=CC1OCC1=C(C=C(C=C1)F)F)C)C1=C(C(=CC=C1)CO)C)=O